2-hydroxy-6,10,14,18-tetramethyl-5,9,13,17-nonadecatetraene-2-sulfonate OC(C)(CCC=C(CCC=C(CCC=C(CCC=C(C)C)C)C)C)S(=O)(=O)[O-]